C(CCC)[C@H]1N(CCCNC1)S(=O)(=O)C1=C2C=CN=C(C2=CC=C1)OC (R)-5-((2-n-butyl-1,4-diazepan-1-yl)sulfonyl)-1-methoxyisoquinoline